aminomethyl-1-ethylcyclohexanol NCC1C(CCCC1)(O)CC